N-((4-chloro-2,6-dicyclohexylphenyl)carbamoyl)-1-isopropyl-1H-pyrazole-3-sulfonamide ClC1=CC(=C(C(=C1)C1CCCCC1)NC(=O)NS(=O)(=O)C1=NN(C=C1)C(C)C)C1CCCCC1